ClC1=CC=CC(=N1)C1(COCC1)C=O 3-(6-Chloropyridin-2-yl)tetrahydrofuran-3-carbaldehyde